bis(trifluoromethylsulfonyl)imide rubidium [Rb+].[N-](S(=O)(=O)C(F)(F)F)S(=O)(=O)C(F)(F)F